NC(C(=O)[O-])=O 2-Amino-2-oxoacetat